(S)-(4-(4-isopropylpyrazolo[1,5-a]pyridin-2-yl)-1,4,6,7-tetrahydro-5H-imidazo[4,5-c]pyridin-5-yl)(5-methyl-1,3,4-oxadiazol-2-yl)methanone C(C)(C)C=1C=2N(C=CC1)N=C(C2)[C@H]2N(CCC1=C2N=CN1)C(=O)C=1OC(=NN1)C